F[C@H]1C[C@H](N2N=C(N=C21)SC2(CC2)C#N)C2=CC=CC=C2 1-(((5s,7s)-7-fluoro-5-phenyl-6,7-dihydro-5H-pyrrolo[1,2-b][1,2,4]triazol-2-yl)thio)cyclopropanecarbonitrile